(±)-1-Benzyl-3-phenyl-pyrrolidin-3-amine C(C1=CC=CC=C1)N1C[C@](CC1)(N)C1=CC=CC=C1 |r|